CC=1C=C(C=C2C=CNC12)F 7-methyl-5-fluoro-1H-indole